methyl-ethyl-theophylline dicyanamide salt [N-](C#N)C#N.CC(N1C(=O)N(C)C=2N=CNC2C1=O)CC